N[C@H](C(=O)NCCCC[C@@H](C(=O)OC(C)(C)C)NC(=O)N[C@H](C(=O)OC(C)(C)C)CCC(=O)OC(C)(C)C)CC1=CC(=C(C(=C1)F)F)F di-tert-butyl (2S)-2-({[(2S)-6-{[(2S)-2-amino-3-(3,4,5-trifluorophenyl)propanoyl]amino}-1-tert-butoxy-1-oxohexan-2-yl]carbamoyl}amino)pentanedioate